OC1=C2C(=NC=N1)NN=C2 4-hydroxypyrazolo[3,4-d]pyrimidine